diethyl (9Z,12Z)-octadeca-9,12-dien-1-ylphosphonate C(CCCCCCC\C=C/C\C=C/CCCCC)P(OCC)(OCC)=O